C1=C=CC2=C1C=CC=C2 Benzocyclopentadiene